ClC=1C=C(C=CC1F)NC1=NC=NC2=CC=C(C(=C12)C1=CC=C2C=NNC2=C1)NC(C=CC1N(CCC1)C)=O N-(4-((3-chloro-4-fluorophenyl)amino)-5-(1H-indazol-6-yl)quinazolin-6-yl)-3-(1-methylpyrrolidin-2-yl)acrylamide